(S)-6-bromo-1-(((R)-tert-butylsulfinyl)amino)-1,3-dihydrospiro[indene-2,4'-piperidine]-1'-carboxylic acid tert-butyl ester C(C)(C)(C)OC(=O)N1CCC2(CC1)[C@@H](C1=CC(=CC=C1C2)Br)N[S@](=O)C(C)(C)C